Ethylene-oxide C1CO1